(2S)-2-amino-3-[4-(pyridin-4-yl)phenyl]propanoic acid N[C@H](C(=O)O)CC1=CC=C(C=C1)C1=CC=NC=C1